C(C)OC(=O)C=1N=C2N(N=C(C=C2)CC)C1 6-Ethylimidazo[1,2-b]pyridazine-2-carboxylic acid ethyl ester